ClC=1C=CC=C2C=3CCCC(C3NC12)NC(CC1=C(C=C(C(=C1)F)F)F)=O N-(8-chloro-2,3,4,9-tetrahydro-1H-carbazol-1-yl)-2-(2,4,5-trifluorophenyl)acetamide